C[SiH2]CC[SiH](C)C methylsilyl-2-dimethylsilylethane